C1(=CC=CC=C1)C=1C=C(C=C2C=CC(OC12)(C)C)/C=C/C(=O)NC1=NC=C(C=C1)OC (E)-3-[8-(phenyl)-2,2-dimethyl-2H-chromen-6-yl]-N-(5-methoxypyridin-2-yl)acrylamide